FC1=C(C(=O)O)C=CC=C1B1OC(C(O1)(C)C)(C)C 2-Fluoro-3-(4,4,5,5-tetramethyl-1,3,2-dioxaborolan-2-yl)benzoic acid